ClCCl diChloromethane